(±)-cis-(3R,4R)-4-Methyltetrahydrofuran-3-ol C[C@H]1[C@H](COC1)O |r|